CC1(OC[C@@H](O1)C(=O)OCC1=CC=CC=C1)C (R)-benzyl 2,2-dimethyl-1,3-dioxolane-4-carboxylate